N-(7-chloro-[1,2,4]triazolo[1,5-a]pyridin-6-yl)-3-methyl-1-(tetrahydro-2H-pyran-4-yl)-1H-pyrazolo[3,4-d]pyrimidin-6-amine ClC1=CC=2N(C=C1NC1=NC=C3C(=N1)N(N=C3C)C3CCOCC3)N=CN2